4-isopropyl-2-(3-isopropyl-2-(8-methoxy-[1,2,4]triazolo[1,5-a]pyridin-6-yl)-1H-indol-5-yl)morpholine C(C)(C)N1CC(OCC1)C=1C=C2C(=C(NC2=CC1)C=1C=C(C=2N(C1)N=CN2)OC)C(C)C